2-(((1,2,4-oxadiazol-3-yl)methyl)thio)-1-(4-(5-(chlorodifluoromethyl)-1,2,4-oxadiazol-3-yl)phenyl)ethan-1-one O1N=C(N=C1)CSCC(=O)C1=CC=C(C=C1)C1=NOC(=N1)C(F)(F)Cl